CC1OC(OC(O1)C)C trimethyl-1,3,5-trioxane